N1(CCCCCC1)C/C=C/C1=NC=CC(=C1)N1C2CN(CC1CC2)C2=C(N=NC(=C2)C2=C(C=CC=C2)OCOC)N (E)-4-(8-(2-(3-(azepan-1-yl)prop-1-en-1-yl)pyridin-4-yl)-3,8-diazabicyclo[3.2.1]oct-3-yl)-6-(2-(methoxymethoxy)phenyl)pyridazin-3-amine